tert-butyl 4-(4-(1-(4-(5-(difluoromethyl)-1,3,4-oxadiazol-2-yl)-2-fluorobenzyl)-1H-1,2,3-triazol-4-yl)pyridin-2-yl)piperazin-1-carboxylate FC(C1=NN=C(O1)C1=CC(=C(CN2N=NC(=C2)C2=CC(=NC=C2)N2CCN(CC2)C(=O)OC(C)(C)C)C=C1)F)F